racemic-7-(3-(1-(1-(3,5-difluorophenyl)ethyl)-1H-pyrazol-4-yl)-2-fluorophenyl)-[1,2,4]triazolo[1,5-a]pyridin-2-amine FC=1C=C(C=C(C1)F)[C@@H](C)N1N=CC(=C1)C=1C(=C(C=CC1)C1=CC=2N(C=C1)N=C(N2)N)F |r|